R-Norbornene [C@@H]12C=CC(CC1)C2